Allyl 2-O-chloroacetyl-4-O-para-methoxybenzyl-α-L-rhamnopyranoside ClCC(=O)O[C@H]1[C@H](OCC=C)O[C@H]([C@@H]([C@H]1O)OCC1=CC=C(C=C1)OC)C